N1(CCCCC1)CCCC(=O)OC(C(=O)OCCCCC(CCCC)CC)C(=O)OCCCCC(CCCC)CC bis(5-ethylnonyl) 2-((4-(piperidin-1-yl)butanoyl)oxy)malonate